OC=1C=C(C=CC1O)/C=C/C(=O)C1=CC=C(C=C1)NC(CCC(C)C)=O N-[4-[(E)-3-(3,4-Dihydroxyphenyl)prop-2-enoyl]phenyl]-4-methylpentanamide